3-(benzothiazol-2-yl)-2-hydroxyanisole S1C(=NC2=C1C=CC=C2)C=2C(=C(C=CC2)OC)O